1-[2-[[8-(7-azabicyclo[2.2.1]heptan-7-yl)-6-(oxetan-3-yl)pyrido[3,4-d]pyrimidin-2-yl]amino]-7,8-dihydro-5H-1,6-naphthyridin-6-yl]-2-(3-fluoropyrrolidin-1-yl)ethanone C12CCC(CC1)N2C2=NC(=CC1=C2N=C(N=C1)NC1=NC=2CCN(CC2C=C1)C(CN1CC(CC1)F)=O)C1COC1